FC=1C=CC(=C2C=CC=NC12)SC=1N=CC(=NC1)N1CCC2([C@@H](C=3N(N=CC3)C2)N)CC1 (S)-1-(5-((8-fluoroquinolin-5-yl)thio)pyrazin-2-yl)-4'H,6'H-spiro[piperidine-4,5'-pyrrolo[1,2-b]pyrazol]-4'-amine